methyl 4-[N-methyl (1r,4r)-4-[(tert-butoxycarbonyl)amino]cyclohexaneamido]benzoate CN(C(=O)C1CCC(CC1)NC(=O)OC(C)(C)C)C1=CC=C(C(=O)OC)C=C1